6,7-dihydropyrido[3',4':4,5]imidazo[1,2-a]pyrazine C1=NC=CC2=C1N=C1N2CCN=C1